C(C)(C)(C)OC(=O)N1CCN(CC1)C=1C=C2C(=CC(=NC2=C(C1)F)C1CC1)N(C)C=1SC(=C(N1)C1=CC=C(C=C1)F)C#N 4-(4-((5-cyano-4-(4-fluorophenyl)thiazol-2-yl)(methyl)amino)-2-cyclopropyl-8-fluoroquinolin-6-yl)piperazine-1-carboxylic acid tert-butyl ester